1-(3-chloro-5'-fluoro-2'-hydroxy-3'-(2-(1-isopropyl-1,7-diazaspiro[4.4]nonan-7-yl)pyridin-4-yl)-[1,1'-biphenyl]-4-yl)-3-methyl-1H-imidazol-2(3H)-one ClC=1C=C(C=CC1N1C(N(C=C1)C)=O)C1=C(C(=CC(=C1)F)C1=CC(=NC=C1)N1CC2(CCCN2C(C)C)CC1)O